2-[6-[4-mesyl-3-(trifluoromethyl)benzyl]-2-azaspiro[3.3]heptane-2-carbonyl]-7-oxa-2,5-diazaspiro[3.4]octan-6-one S(=O)(=O)(C)C1=C(C=C(CC2CC3(CN(C3)C(=O)N3CC4(C3)NC(OC4)=O)C2)C=C1)C(F)(F)F